C1(CC1)C1=CC(=CC(=N1)C=1OC2=C(N1)C=C(C=C2OC)C=O)C2=C(C=C(C=C2)F)C2=NN=CN2C 2-{6-Cyclopropyl-4-[4-fluoro-2-(4-methyl-1,2,4-triazol-3-yl)phenyl]pyridin-2-yl}-7-methoxy-1,3-benzoxazole-5-carbaldehyde